methyl 5,5,5-trifluoro-3-hydroxy-4-methylpent-2-enoate FC(C(C(=CC(=O)OC)O)C)(F)F